3,8-diazabicyclo[3.2.1]octane-8-thiocarboxamide C12CNCC(CC1)N2C(N)=S